NC1=NC(=CC(=N1)C=1N=NN(C1)CC1=CC=CC(=N1)[C@@H](C)N1C[C@H](CC1)C(=O)O)C1=CC(=CC=C1)C#N (S)-1-[(R)-1-[6-({4-[2-amino-6-(m-cyanophenyl)-4-pyrimidinyl]-1H-1,2,3-triazol-1-yl}methyl)-2-pyridinyl]ethyl]-3-pyrrolidinecarboxylic acid